[(methoxyacetylamino)methyl]-N-{1-[4-(trifluoromethoxy)phenyl]-1H-indazol-4-yl}benzamide COCC(=O)NCC1=C(C(=O)NC2=C3C=NN(C3=CC=C2)C2=CC=C(C=C2)OC(F)(F)F)C=CC=C1